N-(cyanomethyl)-N-methylcyclopropane-1-carboxamide C(#N)CN(C(=O)C1CC1)C